C(C)OC(C(=C)C)=O.[F-].C[NH+](C)C trimethyl-ammonium fluoride ethyl-methacrylate